CC=1C=C(NCCCCCCSC2=C(C=NC=C2)C2=CC=C(C=C2)C)C=CC1N1CCNCC1 3-methyl-4-(piperazin-1-yl)-N-(6-((3-(p-tolyl)pyridin-4-yl)thio)hexyl)aniline